dibenzoyl-dimethylaniline C(C1=CC=CC=C1)(=O)C=1C(=C(N(C)C)C=CC1)C(C1=CC=CC=C1)=O